ClC1=C(C=CC=C1F)C1NCC2COCCN2C1 7-(2-chloro-3-fluorophenyl)octahydropyrazino[2,1-c][1,4]oxazine